2-methyl-N-(2-oxopyrrolidin-3-yl)-5-((6-(trifluoromethyl)pyridin-3-yl)methoxy)benzofuran-3-carboxamide CC=1OC2=C(C1C(=O)NC1C(NCC1)=O)C=C(C=C2)OCC=2C=NC(=CC2)C(F)(F)F